3-chloro-5-(2-(4-((2-(4-(1-(piperazin-4-yl)azetidin-3-yl)piperazin-1-yl)pyrimidin-4-yl)methoxy)phenyl)propan-2-yl)benzonitrile trifluoroacetate FC(C(=O)O)(F)F.ClC=1C=C(C#N)C=C(C1)C(C)(C)C1=CC=C(C=C1)OCC1=NC(=NC=C1)N1CCN(CC1)C1CN(C1)N1CCNCC1